OC1CN(CC12CCC2)C=2N=C1N(C(C2C)=O)C=C(C=C1[C@@H](C)NC1=C(C(=O)O)C=CC=C1)C 2-(((1R)-1-(2-(8-hydroxy-6-azaspiro[3.4]octan-6-yl)-3,7-dimethyl-4-oxo-4H-pyrido[1,2-a]pyrimidin-9-yl)ethyl)amino)benzoic acid